2-(4-(3-(3-methoxyphenyl)ureido)benzyloxy)benzamide prop-2-yn-1-yl-2-(((tert-butyldiphenylsilyl)oxy)methyl)-5-nitrobenzyl(prop-2-yn-1-yl)carbamate C(C#C)C(C1=C(C=CC(=C1)[N+](=O)[O-])CO[Si](C1=CC=CC=C1)(C1=CC=CC=C1)C(C)(C)C)N(C(O)=O)CC#C.COC=1C=C(C=CC1)NC(NC1=CC=C(COC2=C(C(=O)N)C=CC=C2)C=C1)=O